ethyl 3-[1-(3-{[2-(chloromethyl)phenyl]sulfanyl}propyl)-4-methyl-1H-benzotriazol-5-yl]-3-{3-[(6-hydroxy-2,2-dioxo-2H-1,2λ6,3-benzoxathiazin-3(4H)-yl)methyl]-4-methylphenyl}propanoate ClCC1=C(C=CC=C1)SCCCN1N=NC2=C1C=CC(=C2C)C(CC(=O)OCC)C2=CC(=C(C=C2)C)CN2S(OC1=C(C2)C=C(C=C1)O)(=O)=O